N1(N=CC=C1)C1C(CC1)C=1NC(C2=C(N1)N(N=C2C#N)C(C)C2CCOCC2)=O 6-(2-(1H-pyrazol-1-yl)cyclobutyl)-4-oxo-1-(1-(tetrahydro-2H-pyran-4-yl)ethyl)-4,5-dihydro-1H-pyrazolo[3,4-d]pyrimidine-3-carbonitrile